5-chloro-1-(tetrahydro-2H-pyran-2-yl)-1H-pyrazolo[4,3-b]pyridine ClC1=CC=C2C(=N1)C=NN2C2OCCCC2